OC1N(C(N(C1C)C)=O)C1=NN(C(=C1)C(F)(F)F)C 4-hydroxy-1,5-Dimethyl-3-[1-methyl-5-trifluoromethylpyrazol-3-yl]Imidazolidin-2-one